6-((2-((6S)-1,8-diazaspiro[5.5]undec-8-yl)-1H-benzoimidazol-1-yl)methyl)-3-pyridinecarbonitrile N1CCCC[C@]12CN(CCC2)C2=NC1=C(N2CC2=CC=C(C=N2)C#N)C=CC=C1